O=C1NC(CCC1C1=CC=C(CCN2CCC(CC2)N2CCN(CC2)C2=C3C(N(C(C3=CC=C2)=O)[C@H](CS(=O)(=O)C)C2=CC(=C(C=C2)OC)OCC)=O)C=C1)=O 4-(4-(1-(4-(2,6-Dioxopiperidin-3-yl)phenethyl)piperidin-4-yl)piperazin-1-yl)-2-((S)-1-(3-ethoxy-4-methoxyphenyl)-2-(methylsulfonyl)ethyl)isoindoline-1,3-dione